2-(2-(4-(Piperidin-1-yl)-3-(1-(2,2,2-trifluoroethyl)-1H-indazole-3-carboxamido)benzamido)phenyl)acetic acid N1(CCCCC1)C1=C(C=C(C(=O)NC2=C(C=CC=C2)CC(=O)O)C=C1)NC(=O)C1=NN(C2=CC=CC=C12)CC(F)(F)F